N-cyclopropyl-2-(difluoromethoxy)-4-[7-[2-(ethylamino)ethoxy]imidazo[1,2-a]pyridin-3-yl]-6-methoxy-benzamide C1(CC1)NC(C1=C(C=C(C=C1OC)C1=CN=C2N1C=CC(=C2)OCCNCC)OC(F)F)=O